C(OC=1C(=CC=2C(=C3C(=NC2C1)CCC3)N[C@H]3CN(CCC3)C(=O)OC(C)(C)C)OC([2H])([2H])[2H])([2H])([2H])[2H] tert-butyl (3R)-3-{[6,7-bis(2H3)methoxy-1H,2H,3H-cyclopenta[b]quinolin-9-yl]amino}piperidine-1-carboxylate